C(#N)C1=CC=C(C=N1)[C@@H]1OC2=C(C=CC=C2C(=C1)F)C1CCN(CC1)CC1=NC2=C(N1C[C@H]1OCC1)C=C(C=C2)C(=O)O 2-((4-((R)-2-(6-cyanopyridin-3-yl)-4-fluoro-2H-chromen-8-yl)piperidin-1-yl)methyl)-1-(((S)-oxetan-2-yl)methyl)-1H-benzo[d]imidazole-6-carboxylic acid